OC=C(C(=O)NC1(CC1)C1=CC=CC=C1)C1=CC=C(C=C1)OC[C@H](CCC)C (2S)-3-Hydroxy-2-{4-[(2-methylpentyl)oxy]phenyl}-N-(1-phenylcyclopropyl)propenamide